C(C)(C)C=1C(=CC2=C(N(C(N2)=O)[C@H]2CN(CCC2)C(C)C)C1)C=1C=C(C=2N(C1)N=CN2)OC (R)-6-Isopropyl-1-(1-isopropylpiperidin-3-yl)-5-(8-methoxy-[1,2,4]triazolo[1,5-a]pyridin-6-yl)-1,3-dihydro-2H-benzo[d]imidazol-2-on